1,8-dioxo-12,15,18,21,24,27,30,33-octaoxa-2,9-diazahexatriacontan-36-oate O=CNCCCCCC(NCCOCCOCCOCCOCCOCCOCCOCCOCCC(=O)[O-])=O